NC1=CC(=C(OC2=CC=C(C=C2)C2=CC=C(C=C2)OC2=C(C=C(C=C2)N)C(F)(F)F)C=C1)C(F)(F)F 4,4'-bis(4-amino-2-trifluoromethyl-phenoxy)-biphenyl